2-[4-[[(3R)-1-ethyl-3-piperidyl]amino]-7-methyl-phthalazin-1-yl]-5-methylsulfonyl-phenol C(C)N1C[C@@H](CCC1)NC1=NN=C(C2=CC(=CC=C12)C)C1=C(C=C(C=C1)S(=O)(=O)C)O